N1C=NC2=C1C=CC(=C2)N2C(NCC2C2=CC(=C(C=C2)C=2SC(=CC2)C(F)(F)F)F)=O 1-(1H-Benzimidazol-5-yl)-5-{3-fluoro-4-[5-(trifluoromethyl)thiophen-2-yl]phenyl}-imidazolidin-2-one